CC1=CC=C(C(=N1)C(=O)O)N[C@H](C)C=1C=C(C=C2C(C=C(OC12)C1=CC=C2C(=N1)SC(=N2)C)=O)C 6-Methyl-3-[[(1R)-1-[6-methyl-2-(2-methylthiazolo[5,4-b]pyridin-5-yl)-4-oxo-chromen-8-yl]ethyl]amino]pyridine-2-carboxylic acid